C(CCCCCCCCCCC\C=C/CCCCCCCC)[N-]CCCCCCCC\C=C/CCCCCCCC N-erucyl-oleylamide